OC1=CC=C2C(C(COC2=C1)C1=CC=CC=C1)C1=CC=C(C=C1)N1CCC(CC1)CCN1CCN(CC1)C=1C=C2CN(C(C2=CC1)=O)C1C(NC(CC1)=O)=O 3-(5-(4-(2-(1-(4-(7-hydroxy-3-phenylchroman-4-yl)phenyl)piperidin-4-yl)ethyl)piperazin-1-yl)-1-oxoisoindolin-2-yl)piperidine-2,6-dione